ClC=1C=CC(=C(C(=O)NCCN2CCN(CC2)C)C1F)OC(C)C 5-chloro-6-fluoro-2-isopropoxy-N-(2-(4-methylpiperazin-1-yl)ethyl)benzamide